C1=CC(=C(C=C1F)C=O)F difluorobenzaldehyde